ClC=1C=C(OC2=NN(C=C2)CC(=O)O)C=CC1[N+](=O)[O-] [3-(3-Chloro-4-nitrophenoxy)-1H-pyrazol-1-yl]acetic acid